C(C(C)C)C1CC=C(CC1)CCC=O 3-(4-isobutylcyclohex-1-en-1-yl)propanal